3-(4-((1R,5S)-3,8-diazabicyclo[3.2.1]octan-8-yl)-2-(((S)-1-methylpyrrolidin-2-yl)methoxy)quinazolin-7-yl)-2-methylaniline [C@H]12CNC[C@H](CC1)N2C2=NC(=NC1=CC(=CC=C21)C=2C(=C(N)C=CC2)C)OC[C@H]2N(CCC2)C